FC=1C=C2OCCCCC3=CN=C(N=C3C(C2=CC1)=O)SC 16-fluoro-5-methylsulfanyl-13-oxa-4,6-diazatricyclo[12.4.0.03,8]octadeca-1(18),3,5,7,14,16-hexaen-2-one